ClC=1C=C(C=CC1)[C@@H]1[C@H](C1)C(=O)NC1=CC(=NC=N1)NCC=1N=C2N(C=C(C=C2N2CC(CC2)N(C(OC(C)(C)C)=O)C)C2CC2)C1 tert-butyl (1-(2-(((6-((1S,2S)-2-(3-chlorophenyl)cyclopropane-1-carboxamido)pyrimidin-4-yl)amino)methyl)-6-cyclopropylimidazo[1,2-a]pyridin-8-yl)pyrrolidin-3-yl)(methyl)carbamate